4-ethyl-1-(4-vinylbenzoyl)-2,6,7-trioxabicyclo[2.2.2]octane C(C)C12COC(OC1)(OC2)C(C2=CC=C(C=C2)C=C)=O